N,N,N',N'-tetrapropyl-1,3-propylenediamine C(CC)N(CCCN(CCC)CCC)CCC